COC1=CC=CC=2N(C3=CC=CC=C3[C@H](C12)C1=CC=CC2=CC=CC=C12)C |r| (±)-1-methoxy-10-methyl-9-(naphthalen-1-yl)acridine